FC(C1=NN=C(O1)C1=CC(=C(CN2N=NC(=C2)C=2C=C(C=CC2)C2CCN(CC2)C(=O)OC(C)(C)C)C=C1)F)F tert-butyl 4-(3-(1-(4-(5-(difluoromethyl)-1,3,4-oxadiazol-2-yl)-2-fluorobenzyl)-1H-1,2,3-triazol-4-yl)phenyl)piperidin-1-carboxylate